BrC1=NC(=C(C=C1CC1(CCC1)N=C=O)OCC1CC1)Cl 2-bromo-6-chloro-5-(cyclopropylmethoxy)-3-((1-isocyanatocyclobutyl)methyl)pyridine